N-{4-[2-(2,6-dichlorophenyl)acetamido]pyridin-2-yl}-N-(3-fluoro-4-methoxyphenyl)acetamide ClC1=C(C(=CC=C1)Cl)CC(=O)NC1=CC(=NC=C1)N(C(C)=O)C1=CC(=C(C=C1)OC)F